C(CCCCCCC)CSC=1C=C(C(=C(C1)SCCCCCCCCC)O)C 4,6-bis(octylmethylthio)ortho-cresol